6-(3-Amino-6-(1-methyl-3-(trifluoromethyl)-1H-pyrazol-4-yl)pyrazin-2-yl)-2-(2,6-dichloro-3,5-dimethoxyphenyl)pyridazin-3(2H)-on NC=1C(=NC(=CN1)C=1C(=NN(C1)C)C(F)(F)F)C=1C=CC(N(N1)C1=C(C(=CC(=C1Cl)OC)OC)Cl)=O